2-(5-(((1s,2r,3r,5s,6s)-2,6-difluoro-8-azabicyclo[3.2.1]oct-3-yl)oxy)pyrazin-2-yl)-5-(1H-imidazol-1-yl)phenol F[C@@H]1[C@@H]2C[C@@H]([C@H](C[C@H]1OC=1N=CC(=NC1)C1=C(C=C(C=C1)N1C=NC=C1)O)N2)F